1-(4-(5-(difluoromethyl)-1,3,4-oxadiazol-2-yl)-2-fluorobenzyl)-3-(1-methylazetidin-3-yl)-3,4-dihydro-quinazolin-2(1H)-one FC(C1=NN=C(O1)C1=CC(=C(CN2C(N(CC3=CC=CC=C23)C2CN(C2)C)=O)C=C1)F)F